7-[(7S)-2,7-dimethyl-3-(3,4,5-trifluorophenyl)-5,7-dihydro-4H-pyrazolo[3,4-c]pyridine-6-carbonyl]-4-methyl-1,4-benzoxazin-3-one TFA salt OC(=O)C(F)(F)F.CN1N=C2[C@@H](N(CCC2=C1C1=CC(=C(C(=C1)F)F)F)C(=O)C1=CC2=C(N(C(CO2)=O)C)C=C1)C